C1OCC(C2=CC=CC=C12)C=1N=CNC1 4-(isochroman-4-yl)-1H-imidazole